2-(Cyclopentylmethyl)cyclopropane-1-carboxylic acid methyl ester COC(=O)C1C(C1)CC1CCCC1